C(CC(=O)N[C@@H](CS[Se])C(=O)NCC(=O)[O-])[C@@H](C(=O)[O-])[NH3+] The molecule is an carboxylic acid anion resulting from the deprotonation of both carboxy groups and the protonation of the primary amino group of glutathione. The major species at pH 7.3. It is a conjugate base of a glutathioselenol.